ClC1=C(C(=O)O)C=CC(=C1)C(=O)N1CCN(CC1)C=1C=C2C(N(C(C2=CC1)=O)C1C(NC(CC1)=O)=O)=O 2-chloro-4-(4-{2-[2,6-dioxopiperidin-3-yl]-1,3-dioxoisoindol-5-yl}piperazine-1-carbonyl)benzoic acid